C(C)N1C(NC2=CC(=CC=C2C1=O)CN1CC(N(CC1)C=1C=CC(=NC1)C(=O)NC)=O)=O 5-(4-((3-ethyl-2,4-dioxo-1,2,3,4-tetrahydroquinazolin-7-yl)methyl)-2-oxopiperazin-1-yl)-N-methylpicolinamide